3-(1-(pyrimidin-5-yl)vinyl)-1H-pyrazole N1=CN=CC(=C1)C(=C)C1=NNC=C1